3-[4-(6-chloro-4-methylsulfonyl-phenyl)-3-pyridinyl]Azetidine-1-carboxylic acid tert-butyl ester C(C)(C)(C)OC(=O)N1CC(C1)C=1C=NC=CC1C1=CC=C(C=C1Cl)S(=O)(=O)C